N-tert-butyl-2-{[2-(5-fluoro-4-methylpyridin-2-yl)-5H,6H,7H-cyclopenta[d]pyrimidin-4-yl](methyl)amino}acetamide C(C)(C)(C)NC(CN(C)C=1C2=C(N=C(N1)C1=NC=C(C(=C1)C)F)CCC2)=O